C1(CCC(CC1)CN)CN 4-cyclohexane-bis-(methylamine)